FC1=C2CCCC2=C(C=C1)N=C=S 4-fluoro-7-isothiocyanato-2,3-dihydro-1H-indene